C(C)[Hg]N(C1=CC=CC=C1)S(=O)(=O)C1=CC=C(C)C=C1 N-ethylmercurio-4-toluenesulfonanilide